C(CCCCCCCC)C1=CC(=C(C(=C1)C(C)C1=CC=CC=C1)O)C(C)C1=CC=CC=C1 4-nonyl-2,6-bis(1-phenylethyl)phenol